FC1=CC=C(C(=C1[C@H]([C@@H](C=1OC(NN1)=O)NS(=O)(=O)N1CCC(CC1)C(C)C)C)C)C N-((1S,2R)-2-(6-fluoro-2,3-dimethylphenyl)-1-(5-oxo-4,5-dihydro-1,3,4-oxadiazol-2-yl)propyl)-4-isopropyl-piperidine-1-sulfonamide